isohexyl (3-(hydroxyimino) butan-2-yl) phosphonate P(OCCCC(C)C)(OC(C)C(C)=NO)=O